1,6-dicyano-2-methyl-5-methyl-3-hexene C(#N)CC(C=CC(CC#N)C)C